(2r,5s)-4-benzyl-2-methyl-5-{[(3R)-3-methylmorpholin-4-yl]methyl}piperazine-1-carboxylic acid tert-butyl ester C(C)(C)(C)OC(=O)N1[C@@H](CN([C@H](C1)CN1[C@@H](COCC1)C)CC1=CC=CC=C1)C